ClC1=CC=C(N=N1)N1CCOCC1 4-(6-Chloropyridazin-3-yl)morpholine